O=C1N(CCC1)[C@@H]1C(=NN(C1)C(=O)N[C@H](C)C1=NC=C(C=C1)C(F)(F)F)C1=CC=C(C=C1)C (S)-4-(2-oxopyrrolidin-1-yl)-3-(4-methylphenyl)-N-((R)-1-(5-(trifluoromethyl)pyridin-2-yl)ethyl)-4,5-dihydro-1H-pyrazol-1-carboxamide